(R)-3-[6-Chloro-2-(1-cyclopropyl-1H-pyrazole-4-carbonyl)-1,2,3,4-tetrahydroisoquinolin-8-yl]morpholine ClC=1C=C2CCN(CC2=C(C1)[C@H]1NCCOC1)C(=O)C=1C=NN(C1)C1CC1